3-(3-methoxypyrazin-2-yl)-3,6-diazabicyclo[3.2.1]octane-6-carboxylate COC=1C(=NC=CN1)N1CC2CN(C(C1)C2)C(=O)[O-]